3-(Trans-4-((dimethylamino)methyl)cyclohexyl)pyrazolo[1,5-a]Pyridine-5-ol CN(C)C[C@@H]1CC[C@H](CC1)C=1C=NN2C1C=C(C=C2)O